4-[3-(3,5-di-tert-butyl-4-hydroxyphenyl)propionyloxy]-2,2,6,6-tetramethylpiperidine C(C)(C)(C)C=1C=C(C=C(C1O)C(C)(C)C)CCC(=O)OC1CC(NC(C1)(C)C)(C)C